NC1=NC2=NC=C(N=C2C(=N1)N)CCC1=C(C(=O)N)C=CC=C1 (2-(2,4-diaminopteridin-6-yl)ethyl)benzamide